2-BENZYLOXY-3-FLUOROPHENYLBORONIC ACID C(C1=CC=CC=C1)OC1=C(C=CC=C1F)B(O)O